(2R)-2-[6-(2,5-dichloropyrimidin-4-yl)-1-oxo-2,3-dihydro-1H-isoindol-2-yl]-3-hydroxy-N-[2-(3-methoxyphenyl)propan-2-yl]propanamide ClC1=NC=C(C(=N1)C1=CC=C2CN(C(C2=C1)=O)[C@@H](C(=O)NC(C)(C)C1=CC(=CC=C1)OC)CO)Cl